methyl-2-(4-fluorostyryl)-4,6-dihydroxybenzoate COC(C1=C(C=C(C=C1O)O)C=CC1=CC=C(C=C1)F)=O